[Cl-].C(N)(=O)C=1C=[N+](C=CC1)[C@@H]1O[C@@H]([C@H]([C@H]1O)O)CO 3-carbamoyl-1-[(2R,3R,4S,5R)-3,4-dihydroxy-5-hydroxymethyl-oxolan-2-yl]-pyridin-1-ium chloride